4-bromo-7-fluoroindoline-2,3-dione BrC1=C2C(C(NC2=C(C=C1)F)=O)=O